OC(COCC(CCCCCCCCCCCCCCCC)O)CCCCCCCCCCCCCCCC (2-hydroxyoctadecyl) ether